ClC=1SC=CC1NC(=O)[C@H]1C(N(C[C@@H]1C1=CC(NN1C)C(F)(F)F)C)=O (3S,4R)-N-(2-chloro-3-thienyl)-1-methyl-4-[1-methyl-3-(trifluoromethyl)-3H-pyrazol-5-yl]-2-oxo-pyrrolidine-3-carboxamide